4-(Pentafluoro-λ6-sulfanyl)aniline FS(C1=CC=C(N)C=C1)(F)(F)(F)F